N-(2-((4-tert-butyl-phenyl)amino)-1-(4-methoxyphenyl)-2-oxoethyl)-3-hydroxy-1,2-oxazole-5-carboxamide C(C)(C)(C)C1=CC=C(C=C1)NC(C(C1=CC=C(C=C1)OC)NC(=O)C1=CC(=NO1)O)=O